C(C1=CC=CC=C1)OC1=C(C=C2C(=CN(C2=C1)C(=O)OCCCC)C=1C(N(C(C1C1=CNC2=CC=CC=C12)=O)CC1=C(C=C(C=C1)OC)OC)=O)F butyl 6-(benzyloxy)-3-[1-(2,4-dimethoxybenzyl)-4-(1H-indol-3-yl)-2,5-dioxo-2,5-dihydro-1H-pyrrol-3-yl]-5-fluoro-1H-indole-1-carboxylate